5-hydroxy-1-propylhydantoin OC1C(NC(N1CCC)=O)=O